N1=CC=C(C=C1)C1=NC(=CC=C1)C1=CC=NC=C1 4,2':6',4''-terpyridin